2-Ethylsulfanyl-N-(4-methoxy-4-methyl-pentyl)-4-methyl-6-morpholin-4-yl-pyridine-3-carboxylic acid amide C(C)SC1=NC(=CC(=C1C(=O)NCCCC(C)(C)OC)C)N1CCOCC1